tert-butyl 3-((1H-pyrrolo[2,3-b]pyridin-5-yl)oxy)-4'-(3,3-dimethyl-2-oxo-5-phenyl-2,3-dihydro-1H-pyrrol-1-yl)-[1,1-biphenyl]-4-carboxylate N1C=CC=2C1=NC=C(C2)OC=2C=C(C=CC2C(=O)OC(C)(C)C)C2=CC=C(C=C2)N2C(C(C=C2C2=CC=CC=C2)(C)C)=O